OC=1C=C(C=CC1O)C1CC=CC2=CC=C(C(=C12)O)O (3,4-dihydroxyphenyl)-7,8-dihydroxy-1,2-dihydronaphthalene